NC1=C2N=CN(C2=NC=N1)C[C@@H](C)OCP(OCCSCCCCCCCCCCCC1=CC=C(C=C1)C#C)(O)=O 2-((11-(4-ethynylphenyl)undecyl)thio)ethyl hydrogen ((((R)-1-(6-amino-9H-purin-9-yl)propan-2-yl)oxy)methyl)phosphonate